N-phenyl-N-(9,9-diphenylfluoren-2-yl)-N-(1,1'-biphenyl-4-yl)amine C1(=CC=CC=C1)N(C1=CC=C(C=C1)C1=CC=CC=C1)C1=CC=2C(C3=CC=CC=C3C2C=C1)(C1=CC=CC=C1)C1=CC=CC=C1